Galacturonat O=C[C@H](O)[C@@H](O)[C@@H](O)[C@H](O)C(=O)[O-]